2-(Difluoromethyl)-4-methyl-6,7-dihydro-5H-pyrrolo[3,4-b]pyridine, Dihydrochloride Salt Cl.Cl.FC(C1=CC(=C2C(=N1)CNC2)C)F